triCbz-spermine C(=O)(OCC1=CC=CC=C1)C(N(C(=O)OCC1=CC=CC=C1)C(=O)OCC1=CC=CC=C1)CCNCCCCNCCCN